2,4-trimethyl-1,3-pentanediol CC(C)C(C(C)(C)CO)O